3-[3-[[ethyl(methyl)sulfamoyl]amino]-2,6-difluoro-benzoyl]-5-[2-[6-[4-(4-nitrophenyl)-1-piperidyl]-2-azaspiro[3.3]heptan-2-yl]pyrimidin-5-yl]-1H-pyrrolo[2,3-b]pyridine C(C)N(S(=O)(=O)NC=1C(=C(C(=O)C2=CNC3=NC=C(C=C32)C=3C=NC(=NC3)N3CC2(C3)CC(C2)N2CCC(CC2)C2=CC=C(C=C2)[N+](=O)[O-])C(=CC1)F)F)C